6-((1-acetylpiperidin-4-yl)amino)-2-methylpyrimidine-4-carboxylic acid ethyl ester C(C)OC(=O)C1=NC(=NC(=C1)NC1CCN(CC1)C(C)=O)C